(3S)-3-(3-hydroxypyrrolidin-1-yl)piperidine-1-carboxylic acid benzyl ester C(C1=CC=CC=C1)OC(=O)N1C[C@H](CCC1)N1CC(CC1)O